N-(2,2-difluoroethyl)-5-(2-(((1r,4r)-4-hydroxy-4-methylcyclohexyl)amino)-4-methoxypyrrolo[2,1-f][1,2,4]triazin-5-yl)pyrazolo[1,5-a]pyridine-3-carboxamide FC(CNC(=O)C=1C=NN2C1C=C(C=C2)C=2C=CN1N=C(N=C(C12)OC)NC1CCC(CC1)(C)O)F